C(CCCCCCC)C(CCCCCCCC)OC(CCCCCCCN(CCCCCCCC(=O)OC(CCCCCCCC)CCCCCCCC)CCNC(=O)OC(C)(C)C)=O.C(C=C)(=O)OCCC[SiH2]CI acryloxypropyl-iodomethylsilane 1-octylnonyl-8-[2-(tert-butoxycarbonylamino)ethyl-[8-(1-octylnonoxy)-8-oxo-octyl]amino]octanoate